Cl.COC(=O)[C@@H]1[C@H]2C([C@H]2CN1)(C)C.C1(=CC=CC=C1)C(C)[NH3+] 1-phenyl-ethyl-ammonium methyl-(1R,2S,5S)-6,6-dimethyl-3-azabicyclo[3.1.0]hexane-2-carboxylate hydrochloride